C(C)C1=C(C=C(C(=C1)O)F)C1=CC=C2C(=NNC2=C1)C1=NC2=C(CN([C@@H](C2)C(=O)N2[C@H](CNCC2)C)C)N1 ((S)-2-(6-(2-ethyl-5-fluoro-4-hydroxyphenyl)-1H-indazol-3-yl)-5-methyl-4,5,6,7-tetrahydro-3H-imidazo[4,5-c]pyridin-6-yl)((S)-2-methylpiperazin-1-yl)methanone